[S].[Sn].[Na].C1(=CC=CC2=CC=CC=C12)CC1NCCC1 2-(naphthalen-1-ylmethyl)pyrrolidine sodium tin sulfur